S1C(=NC2=C1C=CC=C2)NC2=NC(=NC(=N2)NC2C1CCC(C2)C1)N[C@H]1CNCC1 N2-(benzo[d]thiazol-2-yl)-N4-(bicyclo[2.2.1]heptan-2-yl)-N6-((R)-pyrrolidin-3-yl)-1,3,5-triazine-2,4,6-triamine